CO[C@H]1[C@@H](O[C@@H]([C@H]1O)CO)N1C(=O)NC(=O)C(=C1)C 2'-O-methyl-5-methyluridin